CN(C1=NN=C(C=2CCCCC12)C1=C(C=C(C=C1)C(F)(F)F)O)[C@H]1CN(CCC1)C 2-[4-[methyl-[(3R)-1-methyl-3-piperidinyl]amino]-5,6,7,8-tetrahydrophthalazin-1-yl]-5-(trifluoromethyl)phenol